butyl 4-formyl-5-methoxy-7-methylindole-1-carboxylate C(=O)C1=C2C=CN(C2=C(C=C1OC)C)C(=O)OCCCC